OCC[C@@H]1[C@H](CCCC1)N(CCCCCCCC(=O)N(CCCCCCCCCC)CCCCCCCCCC)CCCCCCCC(=O)N(CCCCCCCCCC)CCCCCCCCCC 8,8'-(((1S,2R)-2-(2-hydroxyethyl)cyclohexyl)azanediyl)bis-(N,N-didecyloctan-amide)